FC=1C=CC=C2C(=CNC12)S(=O)(=O)N 7-fluoro-indole-3-sulfonamide